ClC1=CC=C(C=C1)C(C(=O)O)(O)C1CCCC1 (4-chloro-phenyl)-cyclopentylglycolic acid